O[C@H]1[C@H]2CN(C[C@@H](C1)C2)C=2N=CC1=C(N2)C=CN=C1 ((1R,5R,6R)-6-hydroxy-3-azabicyclo[3.2.1]octan-3-yl)pyrido[4,3-d]pyrimidin